N-[4-(6,7-Dimethoxyquinolin-4-yl)oxyphenyl]-1-(4-fluorophenyl)-6-oxo-2-prop-2-ylsulfanylpyrimidine-5-carboxamide COC=1C=C2C(=CC=NC2=CC1OC)OC1=CC=C(C=C1)NC(=O)C1=CN=C(N(C1=O)C1=CC=C(C=C1)F)SC(C)C